N-{6-[5-cyclopropyl-3-(trifluoromethyl)-1H-pyrazol-1-yl]pyridin-3-yl}-1H-benzo[d][1,2,3]triazole-5-carboxamide C1(CC1)C1=CC(=NN1C1=CC=C(C=N1)NC(=O)C1=CC2=C(NN=N2)C=C1)C(F)(F)F